C(C)(=O)N1[C@@H](CN(CC1)C(C=C)=O)C1=CC(=NC(=C1)Cl)C=1C=NC(=CC1)C(=O)NC (R)-4-(1-acetyl-4-acryloylpiperazin-2-yl)-6-chloro-N-methyl-[2,3'-bipyridine]-6'-carboxamide